N=1C=NN2C1C=C(C=C2)CC2=C(C=C(C=C2)NC=2C1=C(N=CN2)C=CC(=N1)N1CC2CCC(C1)N2C(C=C)=O)C 1-(3-(4-((4-([1,2,4]triazolo[1,5-a]pyridin-7-ylmethyl)-3-methylphenyl)amino)pyrido[3,2-d]pyrimidin-6-yl)-3,8-diazabicyclo[3.2.1]octan-8-yl)prop-2-en-1-one